N1N=CC2=CC(=CC=C12)NC=1C2=C(N=CN1)C=CS2 N-(1H-indazol-5-yl)thieno[3,2-d]Pyrimidin-4-amine